(Z)-3-fluoro-4-(6-fluoro-4-(3-(trifluoromethyl)phenyl)-1H-benzo[d]imidazol-1-yl)but-2-en-1-amine F\C(=C/CN)\CN1C=NC2=C1C=C(C=C2C2=CC(=CC=C2)C(F)(F)F)F